methyl (1s,4s)-2'-bromo-4-(3-chloroanilino)-5',6'-dimethylspiro[cyclohexane-1,1'-indene]-4-carboxylate BrC=1C2(C3=CC(=C(C=C3C1)C)C)CCC(CC2)(C(=O)OC)NC2=CC(=CC=C2)Cl